4-tertiary butyl-2-diphenylphosphinopyridine C(C)(C)(C)C1=CC(=NC=C1)P(C1=CC=CC=C1)C1=CC=CC=C1